C(C)C=1N(C(C2=C(N1)CCN(C2)C)=O)CC2=NOC(=C2)C2=C(C#N)C=C(C(=C2)OC)F 2-(3-((2-ethyl-6-methyl-4-oxo-5,6,7,8-tetrahydropyrido[4,3-d]pyrimidin-3(4H)-yl)methyl)isoxazol-5-yl)-5-fluoro-4-methoxybenzonitrile